Imidazole-2-carboxylic acid 2-methoxyethyl ester COCCOC(=O)C=1NC=CN1